5-mercapto-(1H)-tetrazolyl-sodium acetate C(C)(=O)O.SC1=NN=NN1[Na]